C(C)(C)(C)NC(=O)C1NCCCC1 PIPERIDINE-2-CARBOXYLIC ACID TERT-BUTYLAMIDE